C(C\C=C\CCCCCCCCCCCCC)(C(=O)O)C(=O)O trans-3-heptadecene-1,1-dicarboxylic acid